N-[5-(4-Formylphenyl)-2-[4-(trifluoromethoxy)phenyl]-1,2,4-triazol-3-yl]ethane-sulfonamid C(=O)C1=CC=C(C=C1)C=1N=C(N(N1)C1=CC=C(C=C1)OC(F)(F)F)NS(=O)(=O)CC